NCC1CCN(CC1)C(=O)C1=C(C(=NN1C=1SC(=C(N1)C1=CC(=C(C=C1)Cl)Cl)SCCC)C)CC1=C(C=CC=C1)NS(=O)(=O)C N-(2-((5-(4-(aminomethyl)piperidine-1-carbonyl)-1-(4-(3,4-dichlorophenyl)-5-(propylsulfanyl)thiazol-2-yl)-3-methyl-1H-pyrazol-4-yl)methyl)phenyl)methanesulfonamide